acetphenon C(C)(=O)C1=CC=CC=C1